tert-butyl ((1R,2R,4S)-4-benzoyl-2-((tert-butyldimethylsilyl)oxy)cyclohexyl)(methyl)carbamate C(C1=CC=CC=C1)(=O)[C@@H]1C[C@H]([C@@H](CC1)N(C(OC(C)(C)C)=O)C)O[Si](C)(C)C(C)(C)C